FC(=CC=1N(N=C2C(=CC=CC12)N[C@H]1[C@H](CN(CC1)C)F)C1=NOC(=N1)CNC(=O)C1CC1)F N-((3-(3-(2,2-difluorovinyl)-7-(((3S,4R)-3-fluoro-1-methylpiperidin-4-yl)amino)-2H-indazol-2-yl)-1,2,4-oxadiazol-5-yl)methyl)cyclopropanecarboxamide